C1N(CCC2=CC=CC=C12)C[C@H](CN1CCN(C2=C(C1=O)C=CC(=C2)OCC2=NC=C(C=C2)F)C)O 4-[(2R)-3-(3,4-dihydro-1H-isoquinolin-2-yl)-2-hydroxy-propyl]-8-[(5-fluoro-2-pyridinyl)methoxy]-1-methyl-2,3-dihydro-1,4-benzodiazepine-5-one